C(#C)C=1C=NN(C1)C 4-Ethynyl-1-methyl-1H-pyrazole